[Br-].C(C)O[Si](CCCOC1=C(C=C(C=C1)O)[P+](C1=CC=CC=C1)(C1=CC=CC=C1)C1=CC=CC=C1)(C)C (2-[3-(ethoxydimethylsilyl)propoxy]-5-hydroxyphenyl)triphenylphosphonium bromide